4-FLUOROPHENYL ISOCYANIDE FC1=CC=C(C=C1)[N+]#[C-]